Cl.C1(CC1)ON O-cyclopropylhydroxylamine hydrochloride Salt